methyl 3-(9-((4-(aminomethyl)-2-butoxyphenyl)carbamoyl)-4,5-dihydrobenzo[b]thieno[2,3-d]oxepin-8-yl)-6-(propylcarbamoyl)picolinate NCC1=CC(=C(C=C1)NC(=O)C1=CC2=C(OCCC3=C2SC=C3)C=C1C=1C(=NC(=CC1)C(NCCC)=O)C(=O)OC)OCCCC